5-(2-chloro-5-fluorophenyl)-6-(4-methoxybenzyl)-4-((4-methoxybenzyl)amino)-1-methyl-5,6-dihydro-1H-pyrrolo[3,4-b]Pyridine-2,7-dione ClC1=C(C=C(C=C1)F)C1N(C(C=2N(C(C=C(C21)NCC2=CC=C(C=C2)OC)=O)C)=O)CC2=CC=C(C=C2)OC